The molecule is a member of the class of acetophenones that is 1-phenylethanone substituted by a hydroxy group at position 4 and methoxy groups at positions 3 and 5. It has a role as a non-steroidal anti-inflammatory drug, an anti-asthmatic drug, a non-narcotic analgesic, a peripheral nervous system drug and a plant metabolite. It is a member of acetophenones, a dimethoxybenzene and a member of phenols. CC(=O)C1=CC(=C(C(=C1)OC)O)OC